(4-methoxyphenyl)(4-(trifluoromethyl)phenyl) iodide COC1=CC=C(C=C1)C1=C(C=CC(=C1)C(F)(F)F)I